4-bromo-2-methoxynicotinic acid BrC1=CC=NC(=C1C(=O)O)OC